NC1=C2N=C(N(C2=NC(=N1)OCCCC)CC=1C=C(CN2C(CCC2)=O)C=CC1)OC 1-(3-((6-amino-2-butoxy-8-methoxy-9H-purin-9-yl)methyl)benzyl)pyrrolidin-2-one